C1(CC1)N1N=NC(=C1)[C@H](C1=CSC=2CN(CCC21)C2COC2)NC=2C=C1C(=C(C=NC1=C(C2)C#N)C#N)NCC(C)(C)C (S)-6-(((1-cyclopropyl-1H-1,2,3-triazol-4-yl)(6-(oxetan-3-yl)-4,5,6,7-tetrahydrothieno[2,3-c]pyridin-3-yl)methyl)amino)-4-(neopentylamino)quinoline-3,8-dicarbonitrile